(E)-1-(5-hydroxy-7-methoxy-2,2-dimethyl-2H-chromen-6-yl)-3-(1H-indol-5-yl)prop-2-en-1-one OC1=C2C=CC(OC2=CC(=C1C(\C=C\C=1C=C2C=CNC2=CC1)=O)OC)(C)C